FC(N1N=C(C=C1)CC#N)(F)F 2-(1-(trifluoromethyl)-1H-pyrazol-3-yl)acetonitrile